ClC1=C2C(=NC=C1)NC(C2(C)C)=O 4-chloro-3,3-dimethyl-1,3-dihydro-2H-pyrrolo[2,3-b]pyridin-2-one